3-fluoro-2-(4-(3-((5s,8s)-8-hydroxy-6,10-dioxa-2-azaspiro[4.5]decan-2-yl)-1H-pyrazol-1-yl)-5-oxo-6,7-dihydro-5H-pyrrolo[3,4-b]pyridin-2-yl)benzonitrile FC=1C(=C(C#N)C=CC1)C1=CC(=C2C(=N1)CNC2=O)N2N=C(C=C2)N2CC1(CC2)OCC(CO1)O